2-(2-pyridinyl)-4-[[phenylsulfonyl]oxy]-5-amino-3(2H)-furanone N1=C(C=CC=C1)C1OC(=C(C1=O)OS(=O)(=O)C1=CC=CC=C1)N